2-(2-Bromo-4-fluorophenyl)acetic acid methyl ester COC(CC1=C(C=C(C=C1)F)Br)=O